FC(CC(CC#N)=O)(F)F 5,5,5-trifluoro-3-oxopentanenitrile